C(CCC)(=O)OCC(CBr)(CBr)CBr 3-bromo-2,2-bis(bromomethyl)propyl butyrate